1-bromo-4-oxo-4,5-dihydropyrrolo[1,2-a]quinoxaline-7-carboxylic acid ethyl ester C(C)OC(=O)C=1C=C2NC(C=3N(C2=CC1)C(=CC3)Br)=O